2-(chromane-4-carboxamido)-9-(5,6,7,8-tetrahydro-1,8-naphthyridin-2-yl)nonanoic acid O1CCC(C2=CC=CC=C12)C(=O)NC(C(=O)O)CCCCCCCC1=NC=2NCCCC2C=C1